tert-butyl-(4-amino-3-(2-(dimethylamino)ethoxy)phenyl)-1H-pyrazole C(C)(C)(C)C1=NN(C=C1)C1=CC(=C(C=C1)N)OCCN(C)C